N1C2=C(CC(C1)C(=O)O)C=COC1=C2C=CC=C1 tetrahydrobenzo[2,3]oxepino[4,5-b]pyridine-3-carboxylic acid